di(methoxyethoxy)methyl-vinyl-silane (9H-fluoren-9-yl)methyl-(S)-(1-(methoxy(methyl)amino)-1-oxo-3-(2-oxo-2,3-dihydro-1H-imidazol-1-yl)propan-2-yl)carbamate C1=CC=CC=2C3=CC=CC=C3C(C12)CN(C(O)=O)[C@H](C(=O)N(C)OC)CN1C(NC=C1)=O.COCCOC(OCCOC)[SiH2]C=C